C(C)(C)(C)C1=NOC(=N1)C(=O)NCC1=C(C=C(C=C1)C1=NC=NC=2NC3=CC(=CC=C3C21)C2CCN(CC2)CCCOC2=CC=C(C=C2)NC2C(NC(CC2)=O)=O)C 3-(tert-butyl)-N-(4-(7-(1-(3-(4-((2,6-dioxopiperidin-3-yl)amino)phenoxy)propyl)piperidin-4-yl)-9H-pyrimido[4,5-b]indol-4-yl)-2-methylbenzyl)-1,2,4-oxadiazole-5-carboxamide